3-(3-oxobutanoyloxy)butyl 3-oxobutanoate O=C(CC(=O)OCCC(C)OC(CC(C)=O)=O)C